BrC=1C(=C(SC1Br)C)C=1SC(=NN1)N1C(=CC=C1C)C 2-(4,5-dibromo-2-methylthiophen-3-yl)-5-(2,5-dimethylpyrrol-1-yl)-1,3,4-thiadiazole